Benzo[d]thiazol-5-ylmethylamine S1C=NC2=C1C=CC(=C2)CN